5-CYANO-2-FLUOROBENZALDEHYDE C(#N)C=1C=CC(=C(C=O)C1)F